N1(CC=CC=C1)C1=CC=C(C[C@H](NC)C(=O)O)C=C1 4-(1-pyridyl)-N-methyl-L-phenylalanine